(cyclopentadienyl)(tetraethylcyclopentadienyl)zirconium dichloride [Cl-].[Cl-].C1(C=CC=C1)[Zr+2]C1(C(=C(C(=C1)CC)CC)CC)CC